Molybdenum(V) Oxide [Mo+3]=O